5-chloro-6-methoxynicotinaldehyde ClC=1C(=NC=C(C=O)C1)OC